6-bromo-1-chloro-8-(trifluoromethyl)isoquinoline BrC=1C=C2C=CN=C(C2=C(C1)C(F)(F)F)Cl